CN1C(N(C(=C1)C=1C=CC=C(C1C(=O)O)O)CCCCCCCC)C=1C=CC=C(C1C(=O)O)O 1-methyl-3-octylimidazoledisalicylic acid